4-bromo-3-fluoro-benzotrifluoride BrC1=C(C=C(C=C1)C(F)(F)F)F